OC[C@H]1O[C@@H]([C@@H]([C@H]([C@H]1O)N1N=NC(=C1)C1=CC(=C(C(=C1)F)F)F)OC)CC1=NOC2(C1)CCC(CC2)C(C)C (2R,3R,4S,5R,6R)-2-(hydroxymethyl)-6-((8-isopropyl-1-oxa-2-azaspiro[4.5]dec-2-en-3-yl)methyl)-5-methoxy-4-(4-(3,4,5-trifluorophenyl)-1H-1,2,3-triazol-1-yl)tetrahydro-2H-pyran-3-ol